7-(6-amino-3-chloro-2-fluorophenyl)-6-fluoro-1-(2-isopropyl-4-(methylthio)pyridin-3-yl)pyrido[2,3-d]pyrimidin-2(1H)-one NC1=CC=C(C(=C1C=1C(=CC2=C(N(C(N=C2)=O)C=2C(=NC=CC2SC)C(C)C)N1)F)F)Cl